C1(=CC=CC=C1)C1=NC(=NC(=N1)C1=CC=CC=C1)C1=C(C(=C(C(=C1N1C2=CC=CC=C2C=2C=C(C=CC12)C)C1=NC(=CC=C1)C)N1C2=CC=CC=C2C=2C=C(C=CC12)C)N1C2=CC=CC=C2C=2C=C(C=CC12)C)N1C2=CC=CC=C2C=2C=C(C=CC12)C 9,9',9'',9'''-(4-(4,6-diphenyl-1,3,5-triazin-2-yl)-6-(6-methylpyridin-2-yl)benzene-1,2,3,5-tetrayl)tetrakis(3-methyl-9H-carbazole)